6-{5-[(cyclopropylamino)carbonyl]-3-fluoro-2-methylphenyl}-N-(1,1-dimethylbutyl)nicotinamide C1(CC1)NC(=O)C=1C=C(C(=C(C1)C1=NC=C(C(=O)NC(CCC)(C)C)C=C1)C)F